5-bromo-3-(5-(pyridin-3-yl)oxazol-2-yl)pyridin-2-amine BrC=1C=C(C(=NC1)N)C=1OC(=CN1)C=1C=NC=CC1